ClC1=C(C=C(C(=O)N(C)C2=C(C=CC=C2)OCCCO)C=C1)C1=NC2=CC=CC=C2C=C1C#N 4-chloro-3-(3-cyano-quinolin-2-yl)-N-[2-(3-hydroxy-propoxy)-phenyl]-N-methyl-benzamide